(S)-N-(7-(8-ethyl-2-(piperidin-3-ylamino)quinazolin-6-yl)pyrrolo[2,1-f][1,2,4]triazin-4-yl)-2-fluorobenzenesulfonamide C(C)C=1C=C(C=C2C=NC(=NC12)N[C@@H]1CNCCC1)C1=CC=C2C(=NC=NN21)NS(=O)(=O)C2=C(C=CC=C2)F